4-(7-hydroxy-6-methoxyquinazolin-4-yl)-1,4-diazepane-1-sulfonamide hydrochloride Cl.OC1=C(C=C2C(=NC=NC2=C1)N1CCN(CCC1)S(=O)(=O)N)OC